(-)-pyroglutamic acid C1CC(=O)N[C@@H]1C(=O)O